CC1=NSC=C1 3-methyl-1,2-thiazol